5-chloro-2-propyl-7,8-dihydro-6H-spiro[[1,3]oxazolo[5,4-f]quinazoline-9,1'-cyclohexane]-7-one ClC=1C=C2C(=C3C1NC(NC31CCCCC1)=O)OC(=N2)CCC